1-bromo-3-(3,3-dimethylcyclopentyl)benzene BrC1=CC(=CC=C1)C1CC(CC1)(C)C